ClC1=CC=C(C=C1)C(=O)NNC=1C=2N=CN([C@H]3[C@H](O)[C@H](O)[C@@H](CO)O3)C2N=CN1 N6-(4-chlorophenyl-carbonylamino)-adenosine